N,N-bis(4-biphenylyl)benzo[b]naphtho[1,2-d]furan-6-amine C1(=CC=C(C=C1)N(C1=CC=2C=CC=CC2C=2C3=C(OC21)C=CC=C3)C3=CC=C(C=C3)C3=CC=CC=C3)C3=CC=CC=C3